isoxazolidin-3-on O1NC(CC1)=O